2-(2-(difluoromethoxy)-6-(trifluoromethyl)pyridin-3-yl)-2,8-diazaspiro[4.5]decan-3-one hydrochloride Cl.FC(OC1=NC(=CC=C1N1CC2(CC1=O)CCNCC2)C(F)(F)F)F